N[C@@H](C(=O)OC)C1=CC=CC=C1 methyl (R)-2-amino-2-phenylacetate